CC=1C=CC2=C(C=C(S2)NC2=NC3=CC=CC=C3C=N2)C1 (5-methyl-1-benzothien-2-yl)quinazolin-2-ylamine